N-(1-cyano-2-((S)-2-oxopiperidin-3-yl)ethyl)-2-azaspiro[4.5]decane-3-carboxamide C(#N)C(C[C@H]1C(NCCC1)=O)NC(=O)C1NCC2(C1)CCCCC2